COC(=O)C=1C=C(C2=C(CCO2)C1N)Br 4-Amino-7-bromo-2,3-dihydrobenzofuran-5-carboxylic acid methyl ester